6-(2,4-dimethoxypyrimidin-5-yl)-4-((1S,2R)-2-isopropylcyclopropyl)pyridazine-3-carbonitrile COC1=NC=C(C(=N1)OC)C1=CC(=C(N=N1)C#N)[C@@H]1[C@H](C1)C(C)C